C(C)C(CCCCC(CO)C)CCCC 7-ethyl-2-methyl-undecanol